(R)-N-(3-(1-((2-amino-5-chloropyridin-3-yl)oxy)ethyl)-phenyl)-3-(pyrrolidin-1-ylsulfonyl)-benzamide NC1=NC=C(C=C1O[C@H](C)C=1C=C(C=CC1)NC(C1=CC(=CC=C1)S(=O)(=O)N1CCCC1)=O)Cl